CS(=O)(=O)NS(=O)(=O)C N-methylsulfonyl-methanesulfonamide